spiro[3.5]non-6-en-6-yl trifluoromethanesulfonate FC(S(=O)(=O)OC=1CC2(CCC2)CCC1)(F)F